FC1=CC(=CC=2N(C=NC21)CCF)C=2C=CN1N=C(N=C(C12)OC)NC1CCN(CC1)C1COC1 5-(4-fluoro-1-(2-fluoroethyl)-1H-benzo[d]imidazol-6-yl)-4-methoxy-N-(1-(oxetan-3-yl)piperidin-4-yl)pyrrolo[2,1-f][1,2,4]triazin-2-amine